NC1=CC=C(O[C@@H]2C[C@@H](CC2)CO)C=C1 |r| rac-((1R,3S)-3-(4-aminophenoxy)cyclopentyl)methanol